COC(C1=CC=C(C=C1)C#CC1(C(CCC1)OCC)O)=O.BrC1=CC2=C(C3=CC=CC=C3C(=C2C=C1)OCC(CCCC)CC)OCC(CCCC)CC 2-bromo-9,10-bis(2-ethylhexyloxy)anthracene methyl-(rac)-4-((2-ethoxy-1-hydroxycyclopentyl)ethynyl)benzoate